1,4-dichloro-N-(5-chloro-2-fluoro-4-(trifluoromethyl)phenyl)-6,7,8,9-tetrahydro-5H-5,8-epiminocyclohepta[d]pyridazine-10-carboxamide ClC1=NN=C(C2=C1CC1CCC2N1C(=O)NC1=C(C=C(C(=C1)Cl)C(F)(F)F)F)Cl